NCCCC1(SC(=NN1C(=O)N(C)OC)C1=C(C=CC(=C1)F)F)C1=CC=CC=C1 2-(3-aminopropyl)-5-(2,5-difluorophenyl)-N-methoxy-N-methyl-2-phenyl-1,3,4-thiadiazole-3-carboxamide